COC1=C(C=CC=C1)C(C(=O)O)C(CC(=O)O)C1=C(C=CC=C1)OC 2,3-bis(2-methoxyphenyl)glutaric acid